C(CCC)S(=O)N butyl-sulfinylamine